CN(C=1C(=NOC1C)C1[C@H]2CN(C[C@@H]12)C(=O)OC(C)(C)C)C tert-butyl (1R,5S,6r)-6-[4-(dimethylamino)-5-methyl-1,2-oxazol-3-yl]-3-azabicyclo[3.1.0]hexane-3-carboxylate